BrC1=CC=C(S1)C1(CN(CC1)C(=O)OC(C)(C)C)O tert-butyl 3-(5-bromothiophen-2-yl)-3-hydroxypyrrolidine-1-carboxylate